NC1=C(C#N)C=C(C=C1)OC=1C=NC=C(C1)C1=CC=C(C=C1)C#N 2-amino-5-((5-(4-cyanophenyl)pyridin-3-yl)oxy)benzonitrile